NC1=CC=CC(=N1)COCCC=1C=C(C(=C(C1)NC1=CC(=NC=C1C(=O)OC)Cl)OC)C1=NN(C=C1)C Methyl 4-((5-(2-((6-aminopyridin-2-yl) methoxy) ethyl)-2-methoxy-3-(1-methyl-1H-pyrazol-3-yl) phenyl) amino)-6-chloronicotinate